N(=[N+]=[N-])CC(C)(C)S(=O)(=O)C1(CC1)CN1C(C2=C(CC1)C(=NN2C)C(=O)NCC2=CC=C(C=C2)C#N)=O 6-((1-((1-Azido-2-methylpropan-2-yl)sulfonyl)cyclopropyl)methyl)-N-(4-cyanobenzyl)-1-methyl-7-oxo-4,5,6,7-tetrahydro-1H-pyrazolo[3,4-c]pyridine-3-carboxamide